C1=C(C=CC2=CC=CC=C12)[C@H](C)N[S@](=O)C(C)(C)C (R)-N-((S)-1-(naphthalen-2-yl)-ethyl)-2-methylpropane-2-sulfinamide